1-chloro-3-vinyl-benzene ClC1=CC(=CC=C1)C=C